N-(2-(benzo[d]thiazol-2-yl)phenyl)morpholine-4-carboxamide S1C(=NC2=C1C=CC=C2)C2=C(C=CC=C2)NC(=O)N2CCOCC2